FC(OC=1C=C(COC2CNC2)C=CC1)(F)F 3-((3-(Trifluoromethoxy)benzyl)oxy)azetidine